CC1(C)CCCC(C)=C1\C=C\C(\C)=C\C=C\C(\C)=C/C=C/C=C(\C)/C=C/C=C(\C)/C=C/C1=C(C)CCCC1(C)C 13Z-β-carotene